Cyclobutylidenebis[2-(4,5-dimethyl-2-furyl)-4-phenyl-5,6-dimethyl-1-indenyl]zirconium dichloride [Cl-].[Cl-].C1(CCC1)=[Zr+2](C1C(=CC2=C(C(=C(C=C12)C)C)C1=CC=CC=C1)C=1OC(=C(C1)C)C)C1C(=CC2=C(C(=C(C=C12)C)C)C1=CC=CC=C1)C=1OC(=C(C1)C)C